C(CCCCCCCCCCCC)(=O)N[C@@H](CO)C(=O)O N-n-tridecanoyl-serine